ClC1=CNC2=NC=CC(=C21)OC2CCC(CC2)NC(N)=O 3-(4-((3-chloro-1H-pyrrolo[2,3-b]pyridin-4-yl)oxy)cyclohexyl)urea